6-[4-[[1-(difluoromethyl)pyrazol-4-yl]-phenyl-carbamoyl]-1,5-dimethyl-pyrrol-2-yl]-2-[2-[4-(2-morpholinoethoxy)phenyl]acetyl]-3,4-dihydro-1H-isoquinoline-7-carboxylic acid FC(N1N=CC(=C1)N(C(=O)C=1C=C(N(C1C)C)C=1C=C2CCN(CC2=CC1C(=O)O)C(CC1=CC=C(C=C1)OCCN1CCOCC1)=O)C1=CC=CC=C1)F